N1CCC(CC1)CCN1CCN(CC1)C(=O)OCC1=CC=CC=C1 benzyl 4-[2-(piperidin-4-yl)ethyl]piperazine-1-carboxylate